N,N-bis(trimethylsilyl)-aminobutyltrimethoxysilane C[Si](N([Si](C)(C)C)CCCC[Si](OC)(OC)OC)(C)C